ditert-butylphenol C(C)(C)(C)C=1C(=C(C=CC1)O)C(C)(C)C